1-(2,5-dichloropyrimidin-4-yl)-2,3-dihydroimidazo[1,2-a]pyridin-5-one ClC1=NC=C(C(=N1)N1CCN2C1=CC=CC2=O)Cl